C(C)(C)(C)OC(=O)N1CCC(CC1)C(=O)N1C[C@@H](CCC1)NC1=NC=C(C(=N1)C1=CNC2=CC=CC=C12)Cl (R)-4-(3-((5-chloro-4-(1H-indol-3-yl)pyrimidin-2-yl)amino)piperidine-1-carbonyl)piperidine-1-carboxylic acid tert-butyl ester